C(#N)C=1C=NC(=NC1)N1CCC(CC1)NC(C1=CC=C(C=C1)C1=NC=CC2=C1C=CO2)=O N-[1-(5-cyanopyrimidin-2-yl)piperidin-4-yl]-4-(furo[3,2-c]pyridin-4-yl)benzamide